CNC(C1=CC(=CC=C1)I)=O N-methyl-3-iodobenzamide